4-methyl-1-(2-methylpyridin-3-yl)-8-(trifluoromethyl)-5,6-dihydro-1H-pyrimidino[4,5,6-ij][2,7]naphthyridin-2(4H)-one CN1C=2C3=C(N=C(C=C3CC1)C(F)(F)F)N(C(N2)=O)C=2C(=NC=CC2)C